2-chloropropionanilide ClC(C(=O)NC1=CC=CC=C1)C